O1CCC(CC1)C=1N=C2C(=NC1)NC=C2[C@@H]2CN(CC2)C(=O)C2=CC=C(C=C2)OC(F)(F)F |r| (rac)-[3-(2-Tetrahydropyran-4-yl-5H-pyrrolo[2,3-b]pyrazin-7-yl)pyrrolidin-1-yl]-[4-(trifluoromethoxy)phenyl]methanone